N(=C=O)C(C)(C)C1=CC=C(C=C1)C(C)(C)N=C=O 1,4-bis(2-isocyanato-propan-2-yl)-benzene